O=C1NC(CCC1N1C(C2=CC=C(C=C2C1=O)NCCCC(=O)N1CCN(CC1)C1=NC(=CC=C1)C1=CN=C2N1N=C(C=C2)N2[C@H](CCC2)C2=CC(=CC=C2)F)=O)=O 2-(2,6-dioxopiperidin-3-yl)-5-((4-(4-(6-(6-((R)-2-(3-fluorophenyl)pyrrolidin-1-yl)imidazo[1,2-b]pyridazin-3-yl)pyridin-2-yl)piperazin-1-yl)-4-oxobutyl)amino)isoindoline-1,3-dione